2-tetradecanone CC(CCCCCCCCCCCC)=O